N-(3-((5-(3,6-dihydro-2H-pyran-4-yl)-2-((1-methyl-1H-pyrazol-4-yl)amino)pyrimidin-4-yl)oxy)phenyl)acrylamide O1CCC(=CC1)C=1C(=NC(=NC1)NC=1C=NN(C1)C)OC=1C=C(C=CC1)NC(C=C)=O